7-isopropyl-9-oxo-10-thia-9,10-dihydroanthracen-2-yl-di-p-tolyl-sulfonium C(C)(C)C1=CC=C2SC=3C=CC(=CC3C(C2=C1)=O)[S+](C1=CC=C(C=C1)C)C1=CC=C(C=C1)C